ClC1=C(C=CC(=C1)[N+](=O)[O-])NC(=O)C1CN(C(O1)C(F)(F)F)C1=CC(=C(C=C1)C#N)C(F)(F)F N-(2-Chloro-4-nitrophenyl)-3-(4-cyano-3-(trifluoromethyl)phenyl)-2-(trifluoromethyl)oxazolidin-5-carboxamid